IC1(CC=C(C=C1)C1=CC=CC=C1)I 4,4-diiodobiphenyl